dimethylsilylbis-indenyl zirconium dichloride [Cl-].[Cl-].C[SiH](C)[Zr+2](C1C=CC2=CC=CC=C12)C1C=CC2=CC=CC=C12